tert-butyl 1-(4-(bicyclo[1.1.1]pentan-1-yl)-2-fluorophenyl)-3-(2-methoxy-2-oxoethyl)-1,4,6,7-tetrahydro-5H-pyrazolo[4,3-c]pyridine-5-carboxylate C12(CC(C1)C2)C2=CC(=C(C=C2)N2N=C(C=1CN(CCC12)C(=O)OC(C)(C)C)CC(=O)OC)F